NC1=C2C(=NC=N1)N(N=C2C2=CC=C(C=C2)CNC(C2=C(C=CC=C2)OC)=O)C2CCC(CC2)=O N-[[4-[4-amino-1-(4-oxocyclohexyl)pyrazolo[3,4-d]pyrimidin-3-yl]phenyl]methyl]-2-methoxy-benzamide